IC1=C(C(=NC=C1)OC)C(F)(F)F 4-iodo-2-methoxy-3-(trifluoromethyl)pyridine